(R)-N-(8-(3-((5-Cyano-4-methoxypyrimidin-2-yl)amino)pyrrolidin-1-yl)-[1,2,4]triazolo[1,5-a]pyrazin-2-yl)acrylamide C(#N)C=1C(=NC(=NC1)N[C@H]1CN(CC1)C=1C=2N(C=CN1)N=C(N2)NC(C=C)=O)OC